COP(OC)(=O)C(C(C)=O)C(C1=CC=CC=C1)N [1-(1-amino-1-phenylmethyl)-2-oxopropyl]phosphonic acid dimethyl ester